CN(CC(C)N)C 1-dimethylamino-2-propylamine